(2-methoxy-4-((trimethylsilyl)ethynyl)phenyl)methanol COC1=C(C=CC(=C1)C#C[Si](C)(C)C)CO